1-(4-cyclopropoxy-3-nitrophenyl)-N,N-dimethylpiperidin-4-amine C1(CC1)OC1=C(C=C(C=C1)N1CCC(CC1)N(C)C)[N+](=O)[O-]